tert-Butyl (3R,5S)-3-((6-chloropyridazin-3-yl)amino)-5-hydroxypiperidine-1-carboxylate ClC1=CC=C(N=N1)N[C@H]1CN(C[C@H](C1)O)C(=O)OC(C)(C)C